C(C)(=O)ON=C(C1=CC(=CC=C1)CC(C=1SC2=C(N1)C=CC(=C2)OC)NS(=O)(=O)C2=CC(=CC=C2)C(N(C)CCNC(=O)OC(C)(C)C)=O)N [[amino-[3-[2-[[3-[2-(tert-butoxycarbonylamino)ethyl-methyl-carbamoyl]phenyl]sulfonylamino]-2-(6-methoxy-1,3-benzothiazol-2-yl)ethyl]phenyl]methylene]amino] acetate